7-{7-[(3S,4S)-3-fluoro-2,2,6,6-tetramethylpiperidin-4-yl]-6,7-dihydro-5H-pyrrolo[2,3-c]pyridazin-3-yl}isoquinolin-6-ol F[C@@H]1C(NC(C[C@@H]1N1CCC2=C1N=NC(=C2)C2=C(C=C1C=CN=CC1=C2)O)(C)C)(C)C